ClC1=C(C=CC(=N1)NN1C(C(=C(C1=O)C)CCC(=O)OC)=O)C(F)(F)F methyl 3-(1-{[6-chloro-5-(trifluoromethyl)(2-pyridyl)] amino}-4-methyl-2,5-dioxoazolin-3-yl)propanoate